tert-butyl 4-(5-bromo-2-pyrazinyl)-1-piperazinecarboxylate BrC=1N=CC(=NC1)N1CCN(CC1)C(=O)OC(C)(C)C